dilauroylpropyl-butylamine C(CCCCCCCCCCC)(=O)C(CCC)(NCCC)C(CCCCCCCCCCC)=O